BrC=1C=CC=2N(C1)C(=CN2)[N+](=O)[O-] 6-bromo-3-nitroimidazo[1,2-a]pyridine